OCCOC1=C2C(=NC=NC2=CC=C1NC(C=CC1N(CCC1)C)=O)NC1=CC=C(C=C1)OC1=CC=CC=C1 N-(5-(2-hydroxyethoxy)-4-((4-phenoxyphenyl)amino)quinazolin-6-yl)-3-(1-methylpyrrolidin-2-yl)acrylamide